(R)-N-((S)-1-(3-methoxy-1-methyl-1H-indazol-5-yl)ethyl)-2-methylpropane-2-sulfinamide COC1=NN(C2=CC=C(C=C12)[C@H](C)N[S@](=O)C(C)(C)C)C